(R)-3-amino-4-(3-pyridinyl)-butyric acid N[C@@H](CC(=O)O)CC=1C=NC=CC1